ClC=1C(=NC(=NC1)NC1=C(C=C(C=C1)N1CCC(CC1)NCCCCSC1=C2CN(C(C2=CC=C1)=O)C1C(NC(CC1)=O)=O)OC)NC1=C(C=CC=C1)P(=O)(OC)OC 3-(4-((4-((1-(4-((5-chloro-4-((2-(dimethylphosphono)phenyl)amino)pyrimidin-2-yl)amino)-3-methoxyphenyl)piperidin-4-yl)amino)butyl)thio)-1-oxoisoindolin-2-yl)piperidine-2,6-dione